C1(=CC=CC=2C3=CC=CC=C3CC12)COC(=O)N[C@@H](CCC(=O)O)C(=O)OC(C)(C)C (E)-N-fluorenylmethoxycarbonyl-O-tert-butyl-L-glutamic acid